C(C)(C)(C)OC(=O)N1CC2(CC1)CN(CC2)C2=NC(=NC(=C2[N+](=O)[O-])CC2(CCCC1=CC=CC=C21)C(=O)OC)Cl.C(=O)C2=CC=C(C=C2)C#CC2=CC=C(C=C2)C=O 1,2-di(4'-formylphenyl)acetylene tert-butyl-7-(2-chloro-6-((1-(methoxycarbonyl)-1,2,3,4-tetrahydronaphthalen-1-yl)methyl)-5-nitropyrimidin-4-yl)-2,7-diazaspiro[4.4]nonane-2-carboxylate